BrC1=C(C=C2CCN3C(C2=C1)=C(C=C3C(=O)OCC)C(C(F)(F)F)O)OC ethyl 9-bromo-8-methoxy-1-(2,2,2-trifluoro-1-hydroxyethyl)-5,6-dihydropyrrolo[2,1-a]isoquinoline-3-carboxylate